C(C)N(S(=O)(=O)C1=C(C=CC(=C1)C1=NC=CN=C1SC1=CC=C(C=C1)C(F)(F)F)O)C N-ethyl-2-hydroxy-N-methyl-5-[3-[4-(trifluoromethyl)phenyl]sulfanylpyrazin-2-yl]benzenesulfonamide